3-(2-(methylthio)-ethyl-oxazol-5-yl)-indole CSCCC=1OC(=CN1)C1=CNC2=CC=CC=C12